(R)-N-(3-(3-(ethyl(methyl)amino)-3-methylpyrrolidin-1-yl)-1-(6-ethyl-2-(2-fluoropropan-2-yl)pyrimidin-4-yl)-1H-pyrazolo[4,3-c]pyridin-6-yl)acetamide C(C)N([C@]1(CN(CC1)C1=NN(C2=C1C=NC(=C2)NC(C)=O)C2=NC(=NC(=C2)CC)C(C)(C)F)C)C